4'-(N-methylpropionamido)-N-((2-methylpyridin-3-yl)methyl)-[1,1'-biphenyl]-4-carboxamide CN(C(CC)=O)C1=CC=C(C=C1)C1=CC=C(C=C1)C(=O)NCC=1C(=NC=CC1)C